CN(C)CCCNC dimethylaminopropylmethylamine